4-Bromo-3-(2-(dimethylamino)ethoxy)-N-(6-(2-methoxy-4-(5-methyl-1,2,4-oxadiazol-3-yl)phenyl)pyridin-3-yl)benzamid BrC1=C(C=C(C(=O)NC=2C=NC(=CC2)C2=C(C=C(C=C2)C2=NOC(=N2)C)OC)C=C1)OCCN(C)C